7-((1H-pyrazol-1-yl)methyl)-2,2,5-trifluorobenzo[d][1,3]dioxole-4-carbonitrile N1(N=CC=C1)CC1=CC(=C(C2=C1OC(O2)(F)F)C#N)F